[1-(3-cyano-1-methyl-2-oxo-1,2-dihydroquinolin-4-yl)piperidin-4-yl]acetic acid methyl ester COC(CC1CCN(CC1)C1=C(C(N(C2=CC=CC=C12)C)=O)C#N)=O